(2S,3R)-3-[p-(methylsulfonyl)phenyl]-hydroxy-2-amino-propanoic acid CS(=O)(=O)C1=CC=C(C=C1)C[C@](C(=O)O)(N)O